zinc-titanium dioxide [O-2].[O-2].[Ti+4].[Zn+2]